CC=1C=C(C=2N(C(C=C(N2)N2CCCCC2)=O)C1)C(C)NC1CC(C1)C(=O)O 3-((1-(7-methyl-4-oxo-2-(piperidin-1-yl)-4H-pyrido[1,2-a]pyrimidin-9-yl)ethyl)amino)cyclobutane-1-carboxylic acid